3-bromo-5-fluoropyridine-2-carbonitrile BrC=1C(=NC=C(C1)F)C#N